C(C)(C)(C)C1(N(CCC1)C(=O)OCCC1CCN(CC1)C1=NC=NC2=CC(=C(C=C12)OC)OC)C1=CC(=C(C(=C1)OC)S(=O)(=O)Cl)OC 2-(1-(6,7-Dimethoxyquinazolin-4-yl)piperidin-4-yl)ethan-1-ol tert-butyl-2-(4-(chlorosulfonyl)-3,5-dimethoxyphenyl)pyrrolidine-1-carboxylate